C(C)N1N=C2N=C(C=NC2=C1)N[C@@H](C)C=1C=C(C=CC1)NC(C1=CC(=C(C=C1)CN1CCN(CC1)C)C)=O (S)-N-(3-(1-((2-ethyl-2H-pyrazolo[3,4-b]pyrazin-6-yl)amino)ethyl)phenyl)-3-methyl-4-((4-methylpiperazin-1-yl)methyl)benzamide